ClC1=C(N(C(C2=C(C=CC=C12)C=1C=CC(=NC1)NC(C)=O)=O)C1=CC=CC=C1)[C@H](C)NC=1C2=C(N=CN1)NC=CC2=O (S)-N-(5-(4-chloro-1-oxo-3-(1-((5-oxo-5,8-dihydropyrido[2,3-d]pyrimidin-4-yl)amino)ethyl)-2-phenyl-1,2-dihydroisoquinolin-8-yl)pyridin-2-yl)acetamide